chloro-4-fluoro-2-(methylthio)-9,10-dihydro-8H-7-oxa-1,3,6,10-tetraazacyclohepta[de]naphthalene ClC1=C(C=2N=C(N=C3C2C(=N1)OCCN3)SC)F